COCCOC1=CC=C(N=N1)C(=O)OC Methyl 6-(2-methoxy-ethoxy)-pyridazine-3-carboxylate